methyl (3-(3,7-dimethylocta-2,6-dien-1-yl)-2,4-dihydroxy-6-pentylbenzoyl)-L-phenylalaninate CC(=CCC=1C(=C(C(=O)N[C@@H](CC2=CC=CC=C2)C(=O)OC)C(=CC1O)CCCCC)O)CCC=C(C)C